O=C1NC(CCC1N1C(C2=CC=CC(=C2C1)SCCC(=O)O)=O)=O 3-((2-(2,6-dioxopiperidin-3-yl)-1-oxoisoindoline-4-yl)thio)propionic acid